ClC=1N=C(C2=C(N1)C(=CN2COCC[Si](C)(C)C)C)OCC2=CC(=C(C=C2)C=2N(C=C(N2)C(F)(F)F)C)F 2-[[2-chloro-4-[[3-fluoro-4-[1-methyl-4-(trifluoromethyl)imidazol-2-yl]phenyl]methoxy]-7-methyl-pyrrolo[3,2-d]pyrimidin-5-yl]methoxy]ethyl-trimethyl-silane